C(C)(C)(C)OC(=O)NS(=O)(=O)C1=CC=C(C)C=C1 N-(t-Butoxycarbonyl)p-toluenesulfonamide